Fluoro-4-(4-fluorophenoxy)-5'-(trifluoromethyl)-[1,1'-biphenyl]-3-carboxamide FC1=C(C=CC(=C1C(=O)N)OC1=CC=C(C=C1)F)C1=CC=CC(=C1)C(F)(F)F